(E)-4-(4-((4-methylhept-3,6-dien-1-yl)oxy)phenyl)butan-2-one C\C(=C/CCOC1=CC=C(C=C1)CCC(C)=O)\CC=C